4-amino-3-(3-fluoro-4-((4-methylpyrimidin-2-yl)oxy)phenyl)-2-(4-methylacrylamido-2-methylphenyl)-N-((1-methylpiperidin-4-yl)methyl)thieno[3,2-c]pyridine-7-carboxamide NC1=NC=C(C2=C1C(=C(S2)C2=C(C=C(C=C2)NC(C=CC)=O)C)C2=CC(=C(C=C2)OC2=NC=CC(=N2)C)F)C(=O)NCC2CCN(CC2)C